(1R,5S)-tert-butyl 3-(8-fluoro-7-(2-fluorophenyl)-2-((hexahydro-1H-pyrrolizin-7a-yl)methoxy)pyrido[4,3-d]pyrimidin-4-yl)-3,8-diazabicyclo[3.2.1]octane-8-carboxylate FC1=C(N=CC2=C1N=C(N=C2N2C[C@H]1CC[C@@H](C2)N1C(=O)OC(C)(C)C)OCC12CCCN2CCC1)C1=C(C=CC=C1)F